CN(C1=CC=C(N=N1)/C=C/C=1C=NC(NC1)=O)C1CCNCC1 (E)-5-(2-(6-(methyl(piperidin-4-yl)amino)pyridazin-3-yl)vinyl)pyrimidin-2(1H)-one